C(C)(=O)C1=C(OC(=C(C1C1=C(C(=O)O)C=CC=C1)C#N)N)C 2-(3-Acetyl-6-amino-5-cyano-2-methyl-4H-pyran-4-yl)benzoic Acid